CC=1C=C(N)C=CC1N1CCN(CC1)C 3-methyl-4-(4-methyl-1-piperazinyl)aniline